FC(C(=O)[O-])(F)F.C(C)S(=O)CC1CC[NH2+]CC1 4-(ethylsulfinylmethyl)piperidin-1-ium 2,2,2-trifluoroacetate